(1R,3R)-1-methyl-2,3,4,9-tetrahydropyridino[3,4-b]indol C[C@H]1NCCC2=C1NC1=CC=CC=C21